C1(CC1)COC=1C=CC(=NC1)C(C(=O)N)C (5-(cyclopropylmethoxy)pyridin-2-yl)propanamide